FC=1N=NC(=CC1C)F 3,6-difluoro-4-methylpyridazine